NCCNC[Si](O[Si](CNCCN)(C)C)(C)C 1,3-bis-(2-aminoethylaminomethyl)tetramethyldisiloxane